N#[C-].N1=NN=NC=C1 tetrazine isonitrile